[[amino-[3-[2-(6-methoxy-1,3-benzothiazol-2-yl)-2-[(2-oxo-1,3-dihydrobenzimidazol-5-yl)sulfonylamino]ethyl]phenyl]methylene]amino] acetate C(C)(=O)ON=C(C1=CC(=CC=C1)CC(NS(=O)(=O)C1=CC2=C(NC(N2)=O)C=C1)C=1SC2=C(N1)C=CC(=C2)OC)N